1-amino-2-{2-[1-(tert-butoxycarbonyl)azetidin-3-yl]ethynyl}-5-(trifluoromethyl)pyridin-1-ium N[N+]1=C(C=CC(=C1)C(F)(F)F)C#CC1CN(C1)C(=O)OC(C)(C)C